Cl.Cl.O=C1NC(CCC1N1C(C2=CC=CC(=C2C1=O)NCCCN1CCNCC1)=O)=O 2-(2,6-dioxo-3-piperidyl)-4-(3-piperazin-1-ylpropylamino)isoindoline-1,3-dione dihydrochloride